F[C@H]1[C@@H]2CCC[C@H](C[C@H]1OS(=O)(=O)C)N2C(=O)OC(C)(C)C |r| (±)-tert-butyl (1S,2S,3R,5R)-2-fluoro-3-((methylsulfonyl)oxy)-9-azabicyclo[3.3.1]nonane-9-carboxylate